2-(trifluoromethylbenzyl)tetrahydro-2H-pyran-2-carboxamide FC(F)(F)C(C1=CC=CC=C1)C1(OCCCC1)C(=O)N